C(C)(C)C1=CC=C(C=C1)C=1C(=C(C=2C=CC3=CC=C(C=4C=CC1C2C43)N)N)C4=CC=C(C=C4)C(C)C bis(4-isopropylphenyl)pyrene-1,6-diamine